FC=1C=C(C=CC1F)N1N=CC(=C(C1=O)OCCC(C)(C)O)C1=CC=C(C=C1)S(=O)(=O)C 2-(3,4-difluorophenyl)-4-(3-hydroxy-3-methylbutoxy)-5-[4-(methylsulfonyl)phenyl]-3(2H)-pyridazinone